CS(=O)(=O)C1=C(C(=O)OC2=CC(=NN2C)C)C=CC(=C1)C(F)(F)F (1,3-dimethylpyrazol-5-yl) 2-methanesulfonyl-4-trifluoromethylbenzoate